BrCCCOC1=CC=C(C(=O)NCCCC2=CNC3=CC=C(C=C23)Cl)C=C1 4-(3-bromopropoxy)-N-(3-(5-chloro-1H-indol-3-yl)propyl)benzamide